(S)-3-(2,2-difluorocyclopropane-1-carboxamido)-3-methylazetidine-1-carboxylic acid tert-butyl ester C(C)(C)(C)OC(=O)N1CC(C1)(C)NC(=O)[C@H]1C(C1)(F)F